OC(CC(=O)O)(C)C 3-hydroxy-3-methyl-butanoic acid